4-nitro-1-{[2-(trimethylsilyl)ethoxy]methyl}-1H-pyrazole [N+](=O)([O-])C=1C=NN(C1)COCC[Si](C)(C)C